1-(4'-ethoxy-2-methyl-[1,1'-biphenyl]-4-yl)ethan-1-one C(C)OC1=CC=C(C=C1)C1=C(C=C(C=C1)C(C)=O)C